C1(CCCCC1)C(C(=O)NC(C(=O)O)CCN(CCCCC1=NC=2NCCCC2C=C1)CCOC)O 2-[[2-cyclohexyl-2-hydroxy-acetyl]amino]-4-[2-methoxyethyl-[4-(5,6,7,8-tetrahydro-1,8-naphthyridin-2-yl)butyl]amino]butanoic acid